p-(2-methoxy)ethylphenol COCCC1=CC=C(C=C1)O